2-bromo-6-(piperidin-4-carbonyl)pyridine hydrobromide salt Br.BrC1=NC(=CC=C1)C(=O)C1CCNCC1